C(#N)C1=C(OC=2C=C3C(N(C=NC3=CC2)CCN2CCN(CC2)C(=O)OC(C)(C)C)=O)C(=CC=C1F)F tert-butyl 4-[2-[6-(2-cyano-3,6-difluoro-phenoxy)-4-oxo-quinazolin-3-yl]ethyl]piperazine-1-carboxylate